C(C)(C)(C)OC(CCCCCCCCCCCCCCCCCCCCC)=O behenic acid mono-tert-butyl ester